BrC1=CC(=C(C=C1OC1=C(C=CC=C1)O)N1C(N(C(=CC1=O)C(F)(F)F)C)=O)F 3-[4-bromo-2-fluoro-5-(2-hydroxyphenoxy)phenyl]-1-methyl-6-(trifluoromethyl)pyrimidine-2,4-dione